1-(bicyclo[1.1.1]pentan-1-yl)-3-(8-((2,6-dimethylbenzyl)amino)-2,3-dimethylimidazo[1,2-a]pyridin-6-yl)urea hydrochloride Cl.C12(CC(C1)C2)NC(=O)NC=2C=C(C=1N(C2)C(=C(N1)C)C)NCC1=C(C=CC=C1C)C